FC1(C(C2=C(C(=C(C(=C2C(C1(C(F)(F)F)F)(F)F)F)F)F)F)=O)C(C(C(C(F)(F)F)(F)F)(F)F)(F)F perfluorobutyl-3-methyltetralone